(1r,3r)-3-(4-fluoro-3-(trifluoromethyl)phenoxy)-N-((6-fluoro-8-(2,2,3,3,9,9,10,10-octamethyl-4,8-dioxa-3,9-disilaundecan-5-yl)isoquinolin-5-yl)methyl)cyclobutan-1-amine FC1=C(C=C(OC2CC(C2)NCC2=C3C=CN=CC3=C(C=C2F)C(O[Si](C(C)(C)C)(C)C)CCO[Si](C(C)(C)C)(C)C)C=C1)C(F)(F)F